CC1=CC=C(C=C1)S(=O)(=O)[O-].[Na+] sodium p-toluenesulphonate